iododi(thien-2-yl)phosphine IP(C=1SC=CC1)C=1SC=CC1